2-(3-bromo-5-chloro-4-fluoro-2-isopropoxyphenyl)propionic acid BrC=1C(=C(C=C(C1F)Cl)C(C(=O)O)C)OC(C)C